C1=C(C=CC=2C3=CC=CC=C3CC12)C=1C(=C(SC1)C=1SC=CC1)C1=CC=2CC3=CC=CC=C3C2C=C1 bis(9H-fluoren-2-yl)-2,2'-bithiophene